N1=CN=C(C=C1)C1N(CC1C1=NC=CC=N1)C(=O)N pyrimidin-4-yl-3-(pyrimidin-2-yl)azetidine-1-carboxamide